3-{1-[3-(1,1-Dioxo-1λ6-thiomorpholin-4-yl)-propyl]-1H-indol-5-ylethynyl}-2-(1H-indol-6-yl)-benzoic acid O=S1(CCN(CC1)CCCN1C=CC2=CC(=CC=C12)C#CC=1C(=C(C(=O)O)C=CC1)C1=CC=C2C=CNC2=C1)=O